1',2',3',6'-tetrahydro-[3,4'-bipyridine]-6-carboxylic acid methyl ester hydrochloride Cl.COC(=O)C1=CC=C(C=N1)C=1CCNCC1